C(#N)C=1C=C2C(=NC1)N(C=C2)C2=NC=C(C(=O)NC1CCN(CC1)CC=1C=NC=C(C1)N1C(NC(CC1)=O)=O)C(=C2)NC(C)C 6-(5-cyano-1H-pyrrolo[2,3-b]pyridin-1-yl)-N-(1-((5-(2,4-dioxotetrahydropyrimidin-1(2H)-yl)pyridin-3-yl)methyl)piperidin-4-yl)-4-(isopropylamino)nicotinamide